2-((E)-((E)-3-bromo-4-((E)-3-(4-chlorophenyl)acryloyloxy)-5-methoxybenzylidene)amino)-3-methylpentanoic acid BrC=1C=C(\C=N\C(C(=O)O)C(CC)C)C=C(C1OC(\C=C\C1=CC=C(C=C1)Cl)=O)OC